NC1=NC=2C=C(C=CC2C2=C1N=C(N2)[C@@H]2CN(CCC2)C(=O)C2(CC2)C#N)C2=NNC=C2 (S)-1-(3-(4-Amino-7-(1H-pyrazol-3-yl)-1H-imidazo[4,5-c]quinolin-2-yl)piperidine-1-carbonyl)cyclopropane-1-carbonitrile